COC(=O)C1=NC=C2N1C=C(C=C2N2CCN(CC2)C(C(C)C)=O)S(N(COCC[Si](C)(C)C)C2(COC2)C)(=O)=O 8-(4-isobutyrylpiperazin-1-yl)-6-(N-(3-methyloxetane-3-yl)-N-((2-(trimethylsilyl)ethoxy)methyl)sulfamoyl)imidazo[1,5-a]pyridine-3-carboxylic acid methyl ester